ClC1=C(C=CC(=C1)I)NC1=C(C2=C(C(N1C)=O)C=CO2)C(=O)NOCCO 6-(2-chloro-4-iodophenylamino)-N-(2-hydroxyethoxy)-5-methyl-4-oxo-4,5-dihydro-furo[3,2-c]pyridine-7-carboxamide